N-(3-((5-bromo-2-((2-ethyl-4-(4-methylpiperazin-1-yl)phenyl)amino)pyrimidin-4-yl)amino)propyl)oxetan-3-carboxamide BrC=1C(=NC(=NC1)NC1=C(C=C(C=C1)N1CCN(CC1)C)CC)NCCCNC(=O)C1COC1